BrC=1C=CC(N(C1)CCC)=O 5-bromo-1-propylpyridin-2(1H)-one